N[C@H](CC(=O)O)C(=O)O anti-D-aspartic acid